CNC1CN(CC1)C(=O)[O-] 3-(methylamino)pyrrolidine-1-carboxylate